CC(C)(C)C1=CC2=CC=CC=C2NC1=O t-butylhydroxyquinoline